Ethyl 5-(6-(cyclopropyl-amino)-2-fluoropyridin-3-yl)-1-ethyl-1H-pyrazole-4-carboxylate C1(CC1)NC1=CC=C(C(=N1)F)C1=C(C=NN1CC)C(=O)OCC